sodium prostaenol C(=CCCCCC[C@H]1CCC[C@@H]1CCCCCCCC)O.[Na]